O1CC(CC1)OC1=NC=C(C=N1)B(O)O 2-(TETRAHYDRO-FURAN-3-YLOXY)PYRIMIDINE-5-BORONIC ACID